COC1=CC=C(C=C1)C(C#N)CC(C1=CC=C(C=C1)C)=O 2-(4-methoxyphenyl)-4-oxo-4-(p-tolyl)butanenitrile